N1CC(C1)N1CCC(CC1)N1CCC(CC1)N1N=C(C=2C1=NC=NC2N)C2=CC=C(C=C2)OC2=CC=CC=C2 1-(1'-(azetidin-3-yl)-[1,4'-bipiperidine]-4-yl)-3-(4-phenoxyphenyl)-1H-pyrazolo[3,4-d]pyrimidin-4-amine